C(C)(C)(C)C1=NNC=C1 3-tert-butylpyrazol